butyl dithioformate C(=S)SCCCC